CNC(=CC(=O)OCC)C ethyl 3-(methylamino)but-2-enoate